C(C(C)C)N1CC2(CN(C2)C2=C(N=C(S2)C2=NNC(=C2CC(F)(F)F)C=2C=C(C=3N(C2)N=CN3)OC)C)C1 5-(6-isobutyl-2,6-diazaspiro[3.3]hept-2-yl)-2-(5-(8-methoxy-[1,2,4]triazolo[1,5-a]pyridin-6-yl)-4-(2,2,2-trifluoroethyl)-1H-pyrazol-3-yl)-4-methylthiazole